FC=1C=C2C(=NC1)NC=C2C2=NN1C(C(=N2)N[C@@H]2[C@H](C3CCC2CC3)C(=O)O)=C(C=C1)C=C (1R,2S,3S,4R)-3-((2-(5-fluoro-1H-pyrrolo[2,3-b]pyridin-3-yl)-5-vinylpyrrolo[2,1-f][1,2,4]triazin-4-yl)amino)bicyclo[2.2.2]octane-2-carboxylic acid